[I-].C[SH+]C dimethyl-sulfonium iodide salt